O[C@@H](CCN1N=CC(=C1)N\C(\C)=C\1/C(NC2=CN=C(C=C21)C=2C=NC=CC2C)=O)C (R,Z)-3-(1-((1-(3-Hydroxybutyl)-1H-pyrazol-4-yl)amino)ethylidene)-5-(4-methylpyridin-3-yl)-1H-pyrrolo[2,3-c]pyridin-2(3H)-one